O=C1NC(CCC1N1C(C2=CC=C(C=C2C1)N1N=NC(=C1)C1=NN(C=C1)C1CCN1C(=O)[O-])=O)=O 4-(1-[2-(2,6-dioxopiperidin-3-yl)-1-oxo-3H-isoindol-5-yl]-1,2,3-triazol-4-ylpyrazol-1-yl)azetidine-1-carboxylate